FC1=C(C=C(C(=C1)[C@H]1N([C@@H](CC2=C3C(=CC=C12)NN=C3)C)CC3(CC3)F)OC)NC3CN(C3)CCCF N-(2-fluoro-4-((6s,8r)-7-((1-fluorocyclopropyl)methyl)-8-methyl-6,7,8,9-tetrahydro-3H-pyrazolo[4,3-f]isoquinolin-6-yl)-5-methoxyphenyl)-1-(3-fluoropropyl)azetidin-3-amine